ClCC1=C(C=NN1C1CC1)C1=C(C=CC=C1Cl)Cl 5-(chloromethyl)-1-cyclopropyl-4-(2,6-dichlorophenyl)-1H-pyrazole